(4-fluorophenyl)methanol FC1=CC=C(C=C1)CO